(S)-tert-butyl-2-(6-(3-methyl-1H-pyrrolo[2,3-b]pyridin-5-yl)-2-picolyl-1,2,3,4-tetrahydroisoquinolin-8-yl)pyrrolidine-1-carboxylic acid tert-butyl ester C(C)(C)(C)OC(=O)N1[C@](CCC1)(C=1C=CC=C2CCNC(C12)CC1=NC(=CC=C1)C=1C=C2C(=NC1)NC=C2C)C(C)(C)C